(S)-(4-(3-(3-chloropyridin-2-yloxy)pyrrolidin-1-yl)-3-(2-hydroxyethyl)phenyl)(4-fluorophenyl)methanone ClC=1C(=NC=CC1)O[C@@H]1CN(CC1)C1=C(C=C(C=C1)C(=O)C1=CC=C(C=C1)F)CCO